5-(6-((4-cyano-2-fluorobenzyl)oxy)pyridin-2-yl)-2,3-dihydro-1H-indene C(#N)C1=CC(=C(COC2=CC=CC(=N2)C=2C=C3CCCC3=CC2)C=C1)F